O=C1N(CC2=CC(=CC=C12)C1CCNCC1)C1C(NC(CC1)=O)=O 3-(1-oxo-5-(piperidin-4-yl)isoindolin-2-yl)piperidine-2,6-dione